1-(2-hydroxyphenyl)-1H-pyrrole OC1=C(C=CC=C1)N1C=CC=C1